phosphonic acid ammonium salt [NH4+].P([O-])([O-])=O.[NH4+]